N1N=C(C=C1)N(C(C#C)=O)C1(CCCC1)C(=O)N 1-(N-(1H-pyrazol-3-yl)propiolamido)cyclopentane-1-carboxamide